C[S@@](=O)CC1=C(C=CC(=C1)[N+](=O)[O-])C=1CN(CC1)C(=O)OC(C)(C)C |r| (±)-tert-Butyl 3-(2-(methylsulfinylmethyl)-4-nitrophenyl)-2,5-dihydro-1H-pyrrole-1-carboxylate